NC1=C2N=C(N(C2=NC(=N1)F)CC=1C=CC(=C(COC=2C=C(C=CC2)CO)C1)OC)Br (3-((5-((6-amino-8-bromo-2-fluoro-9H-purine-9-yl)methyl)-2-methoxybenzyl)oxy)phenyl)methanol